C1(CCCC1)C(=O)C1C(C2=CC=C(C=C2C1=O)OC=1C=C2C(C(C(C2=CC1)=O)C(=O)C1CCCC1)=O)=O 2-cyclopentanecarbonyl-5-[(2-cyclopentanecarbonyl-1,3-dioxo-2,3-dihydro-1H-inden-5-yl)oxy]-2,3-dihydro-1H-indene-1,3-dione